C(CCCCCCCCCCCCCCC)[N+](C)(C)C.C(CC)(=O)[O-] propionic acid, hexadecyltrimethylammonium salt